6-phenyl-N-(1H-pyrrolo[2,3-c]pyridin-3-yl)-3,4-dihydroisoquinoline-2(1H)-carboxamide C1(=CC=CC=C1)C=1C=C2CCN(CC2=CC1)C(=O)NC1=CNC2=CN=CC=C21